N[C@@H](CC(=O)N1CC=2N(CC1)C(=NN2)C(F)(F)F)CC2=C(C=C(C(=C2)F)F)F (3R)-3-amino-1-[3-trifluoromethyl-5,6,7,8-tetrahydro-1,2,4-triazolo[4,3-a]pyrazin-7-yl]-4-(2,4,5-trifluorophenyl)butan-1-one